C(C=C)N1C2=C(CCC3=C1C=CC=C3)C=CC=C2 5-allyl-10,11-dihydro-5H-dibenzo[b,f]azepine